isooctyl-ethanolamine phosphate P(=O)(O)(O)OC(CN)CCCCCC(C)C